Ethyl 3-(2,4-dimethoxypyrimidin-5-yl)-3-oxopropanoate COC1=NC=C(C(=N1)OC)C(CC(=O)OCC)=O